6-fluoro-1-oxoisoindolin FC1=CC=C2CNC(C2=C1)=O